3-(isonicotinamido)thiophene-2-carboxylic acid methyl ester COC(=O)C=1SC=CC1NC(C1=CC=NC=C1)=O